4-methyl-N-[2-[[(2S)-2-(methylamino)propanoyl]amino]ethyl]-1H-pyrrole-3-carboxamide CC=1C(=CNC1)C(=O)NCCNC([C@H](C)NC)=O